8-bromo-2-hydroxy-3,6-dimethylquinazolin BrC1=CC(=CC2=CN(C(N=C12)O)C)C